CC(C1=CC=CC=C1)C1=CC=CC=C1 methyl-diphenyl-methane